N-((7-chloro-8-fluoroimidazo[1,5-a]pyridin-1-yl)methyl)-1-((6-cyclopropyl-8-morpholinoimidazo[1,2-a]pyridin-2-yl)methyl)-1H-1,2,3-triazole-4-carboxamide ClC1=C(C=2N(C=C1)C=NC2CNC(=O)C=2N=NN(C2)CC=2N=C1N(C=C(C=C1N1CCOCC1)C1CC1)C2)F